phthalimidoacetic acid (phthalate) C(C=1C(C(=O)O)=CC=CC1)(=O)O.C1(C=2C(C(N1CC(=O)O)=O)=CC=CC2)=O